FC(C1=C2CNCC2=CC=C1)F 4-(difluoromethyl)isoindoline